diethyl 2-fluoro-2-(3-fluoro-2-nitrobenzyl)malonate FC(C(=O)OCC)(C(=O)OCC)CC1=C(C(=CC=C1)F)[N+](=O)[O-]